C(C)N1N=C(C(=C1)C1=NC(=NC=C1)NC1=CC=C(C=C1)N1CCN(CC1)CC(=O)OC(C)(C)C)C=1C=NC=CC1 tert-Butyl 2-(4-(4-((4-(1-ethyl-3-(pyridin-3-yl)-1H-pyrazol-4-yl)pyrimidin-2-yl)amino)phenyl)piperazin-1-yl)acetate